O=C1CCN(CC1)C1CC(C1)OC1CCN(CC1)C(=O)OCC1=CC=CC=C1 benzyl 4-[3-(4-oxo-1-piperidyl)cyclobutoxy]piperidine-1-carboxylate